C(C)NC(C(O)O)CC 2-ethylamino-1,1-butanediol